FC(C(C(=O)N1CC(OC2=C(C1)C=CC=C2)C)(C)C)F 3,3-difluoro-2,2-dimethyl-1-(2-methyl-2,3-dihydrobenzo[f][1,4]oxazepin-4(5H)-yl)propan-1-one